CN(C1(CCCCC1)N)C N,N-dimethyl-cyclohexanediamine